[OH-].C(CCC)[Ti+](CCCC)CCCC Tri-n-butyltitanium monohydroxide